2-triethoxysilyl-1-ethyl thioacetate C(C)(=S)OCC[Si](OCC)(OCC)OCC